O1CCN(CC1)C1=NN=C(O1)C(=O)OCC ethyl 5-morpholino-1,3,4-oxadiazole-2-carboxylate